OC(CCC[C@@H](C)[C@H]1CC[C@@H]2[C@@]1(CC[C@@H]1[C@]3(CC[C@@H](C[C@@H]3CC[C@@H]21)OC(CC(=O)O)=O)C)C)(C)C 3-{[(1R,3aS,3bR,5aS,7S,9aS,9bS,11aR)-1-[(2R)-6-hydroxy-6-methylheptan-2-yl]-9a,11a-dimethylhexadecahydro-1H-cyclopenta[1,2-a]phenanthren-7-yl]oxy}-3-oxopropanoic acid